(Z,E)-2,4-dimethyl-cyclohex-3-ene CC1CCCC(=C1)C